OC[C@@H]1N(CCOC1)C(=O)C1=CC=C(C=N1)NC(O[C@@H](COC1=CC2=C(N=C(S2)C2=C3N=CC(=NC3=CC(=C2)C)OC)C=C1F)C)=O (R)-1-((5-fluoro-2-(2-methoxy-7-methylquinoxalin-5-yl)benzo[d]thiazol-6-yl)oxy)propan-2-yl (6-((S)-3-(hydroxymethyl)morpholine-4-carbonyl)pyridin-3-yl)carbamate